2,6-di-tert.-butyl-p-cresol C(C)(C)(C)C1=CC(=CC(=C1O)C(C)(C)C)C